2-[(2R)-2-[(2-chlorophenyl)methyl]azepan-1-yl]-4-[(2R)-2-methylmorpholin-4-yl]-1H-pyrimidin-6-one ClC1=C(C=CC=C1)C[C@@H]1N(CCCCC1)C=1NC(C=C(N1)N1C[C@H](OCC1)C)=O